OC1=CC=C(C=C1)C=1C=2N(C=C(C1)C=1C=NN(C1)C)N=CC2C#N 4-(4-hydroxyphenyl)-6-(1-methyl-1H-pyrazol-4-yl)pyrazolo[1,5-a]pyridine-3-carbonitrile